ClC=1C=C(C=C(C1)C=NC1=C(C(=CC=C1)Cl)Cl)OC(C1=CC=C(C=C1)C)=O.FC1(CC(C1)C(CC(=O)N[C@@H](C)C1=CC(=CC=C1)OC(F)(F)F)O)F 3-(3,3-Difluorocyclobutyl)-3-hydroxy-N-((S)-1-(3-(trifluoromethoxy)phenyl)ethyl)propanamide 3-chloro-5-((2,3-dichlorophenylimino)-methyl)phenyl-4-meth-ylbenzoate